ClC=1C(=CC2=C(N(C(NC2=O)=O)C=2C(=NC=CC2C)C2CC2)N1)F 7-chloro-1-(2-cyclopropyl-4-methylpyridin-3-yl)-6-fluoropyrido[2,3-d]pyrimidine-2,4(1h,3h)-dione